C(C)(=O)C=1N=C(C=C2C1OC(=CC2=O)SCC)C 8-acetyl-2-(ethylsulfanyl)-6-methyl-4H-pyrano[2,3-c]pyridin-4-one